tert-butyl-perylene C(C)(C)(C)C1=CC=C2C=CC=C3C4=CC=CC5=CC=CC(C1=C23)=C45